6-methoxy-1,5-dihydro-4,1-benzothiazepin-2-one COC1=CC=CC2=C1CSCC(N2)=O